BrC1=C(C=C(C=C1)NC(C1=CC=CC=C1)=O)[N+](=O)[O-] N-(4-bromo-3-nitrophenyl)benzamide